3-[3-(trifluoromethoxy)cyclobutyl]propionic acid FC(OC1CC(C1)CCC(=O)O)(F)F